(2R,5S)-5-(2-hydroxyethyl)pyrrolidine-1,2-dicarboxylic acid 1-(tert-butyl) 2-methyl ester COC(=O)[C@@H]1N([C@@H](CC1)CCO)C(=O)OC(C)(C)C